1,3-dimethyl-5-(5-(4-phenoxyphenyl)pyrazolidin-3-ylidene)barbituric acid CN1C(=O)N(C(=O)C(C1=O)=C1NNC(C1)C1=CC=C(C=C1)OC1=CC=CC=C1)C